ClC1=C(C=C(OCC(=O)NC23CC(C2)(C3)C(NNC(=O)[C@@H]3C[C@H](C3)C(F)(F)F)=O)C=C1)F 2-(4-chloro-3-fluoro-phenoxy)-N-[1-[[[trans-3-(trifluoromethyl)cyclobutanecarbonyl]amino]carbamoyl]-3-bicyclo[1.1.1]pentanyl]acetamide